ClC1=NC(=C2C(=N1)N(N=C2)[C@H]2[C@@H]([C@@H]([C@H](O2)COCP(O)(O)=O)O)O)NCC2(CC2)C#N ((((2R,3S,4R,5R)-5-(6-chloro-4-(((1-cyanocyclopropyl)methyl)amino)-1H-pyrazolo[3,4-d]pyrimidin-1-yl)-3,4-dihydroxytetrahydrofuran-2-yl)methoxy)methyl)phosphonic acid